CC1(CC[N]C(N1)=O)C 6,6-dimethyltetrahydro-2H-3λ2-pyrimidin-2-one